N1[C@H](CN[C@H](CN[C@H](CN[C@H](C1)CC1=CC=C(N)C=C1)CC1=CC=C(N)C=C1)CC1=CC=C(N)C=C1)CC1=CC=C(N)C=C1 4,4',4'',4'''-(((2S,5S,8S,11S)-1,4,7,10-tetraazacyclododecane-2,5,8,11-tetrayl)tetrakis(methylene))tetraaniline